4-(3-(1-aminoethyl)-5-chloro-2-ethoxy-6-fluorophenyl)pyrrolidin-2-one NC(C)C=1C(=C(C(=C(C1)Cl)F)C1CC(NC1)=O)OCC